COCCNC(=O)SCCC(=O)O 3-(2-methoxy-ethylcarbamoylthio)-propionic acid